2-{methyl[4-phenyl-6-(3-propylphenyl)quinolin-2-yl]amino}acetic acid CN(CC(=O)O)C1=NC2=CC=C(C=C2C(=C1)C1=CC=CC=C1)C1=CC(=CC=C1)CCC